C(#N)C1=C(C=C(C=C1)NC\C=C(\C)/I)C(F)(F)F (Z)-N-(4-cyano-3-(trifluoromethyl)phenyl)-3-iodobut-2-enamine